CN(C)CC1(CC1)COC1=NC2=C(C(=CC=C2C(=N1)N1C[C@@](CCC1)(O)C)C1=CC(=CC2=CC=CC(=C12)C#C)O)F (R)-1-(2-((1-((dimethylamino)methyl)cyclopropyl)methoxy)-7-(8-ethynyl-3-hydroxynaphthalen-1-yl)-8-fluoroquinazolin-4-yl)-3-methylpiperidin-3-ol